C(CCCN1N=C(C=C1C(=O)NC1=CC=C(C=C1)[N+](=O)[O-])C1=CC=NC=C1)N1N=C(C=C1C(=O)NC1=CC=C(C=C1)[N+](=O)[O-])C1=CC=NC=C1 1,1'-(butane-1,4-diyl)bis(N-(4-nitrophenyl)-3-(pyridin-4-yl)-1H-pyrazole-5-carboxamide)